C1(CC1)N1N=CC(=C1)C1=C(C=C(C=C1)C1=NNC(O[C@@]1([2H])C([2H])([2H])[2H])=O)C(F)(F)F (S)-5-(4-(1-cyclopropyl-1H-pyrazol-4-yl)-3-(trifluoromethyl)phenyl)-6-(methyl-d3)-3,6-dihydro-2H-1,3,4-oxadiazin-2-one-6-d